C(CC)N1C=2N(C3=CC=CC=C3C1=O)C(NN2)=S 4-Propyl-1-thioxo-2,4-dihydro-[1,2,4]triazolo[4,3-a]quinazolin-5(1H)-one